[Si](C)(C)(C(C)(C)C)OCC1=NN2C(C(=CC=C2C(=O)OC)Cl)=C1 methyl 2-[[tert-butyl(dimethyl)silyl]oxymethyl]-4-chloro-pyrazolo[1,5-a]pyridine-7-carboxylate